NC1=NC=CC2=CC=C(C=C12)C1=CC=C2CCCC(C2=C1)OC1=C(C=CC=C1)CC(=O)O 2-(2-((7-(1-aminoisoquinolin-7-yl)-1,2,3,4-tetrahydronaphthalen-1-yl)oxy)phenyl)acetic acid